C(C)OC(CCCCCCC\C=C/C\C=C/CCCCC)=O linoleic acid ethyl ester